6-(benzylsulfanyl)-1-(4-bromo-2-methoxyphenyl)quinolin-2(1H)-one C(C1=CC=CC=C1)SC=1C=C2C=CC(N(C2=CC1)C1=C(C=C(C=C1)Br)OC)=O